5-chloro-N2-(1-(2,2-difluoroethyl)-1H-indazol-4-yl)-N4-ethyl-7H-pyrrolo[2,3-d]pyrimidine-2,4-diamine ClC1=CNC=2N=C(N=C(C21)NCC)NC2=C1C=NN(C1=CC=C2)CC(F)F